4-(β-hydroxyethyl)amino-3-nitromethylbenzene OCCNC1=C(C=CC=C1)C[N+](=O)[O-]